ClC1=CC(=C2C(=N1)C(=NN2COCC[Si](C)(C)C)C2CC2)C=O 5-chloro-3-cyclopropyl-1-((2-(trimethylsilyl)ethoxy)methyl)-1H-pyrazolo[4,3-b]pyridine-7-carbaldehyde